OC(COCC(=O)N[C@@H](CC(C)C)C(=O)O)C N-((2-hydroxypropoxy)acetyl)-L-leucine